ClC=1C=NN2C1C(=NC(=C2)C=2C=NN(C2)C)C2=CC=C(C=C2)N2CCN(CC2)C(CC(C)(C)C)=O (4-(4-(3-chloro-6-(1-methyl-1H-pyrazol-4-yl)pyrazolo[1,5-a]pyrazin-4-yl)phenyl)piperazin-1-yl)-3,3-dimethylbutan-1-one